FC1=CC=CC=2N=C(OC21)[C@H]2N(CCC1=C2N=CN1)C(=O)C=1C=NN2C1C=CC(=C2)N2CCC(CC2)C(C)(C)O (S)-(4-(7-fluorobenzo[d]oxazol-2-yl)-6,7-dihydro-1H-imidazo[4,5-c]pyridin-5(4H)-yl)(6-(4-(2-hydroxypropan-2-yl)piperidin-1-yl)pyrazolo[1,5-a]pyridin-3-yl)methanone